N-(2-Chloro-3-{(4S)-2-imino-4-methyl-1-[(2R*,4R*)-2-methyl-tetrahydropyran-4-yl]-6-oxo-hexahydropyrimidin-4-yl}phenyl)-pyrimidine-5-carboxamide trifluoroacetic acid salt FC(C(=O)O)(F)F.ClC1=C(C=CC=C1[C@]1(NC(N(C(C1)=O)[C@H]1C[C@H](OCC1)C)=N)C)NC(=O)C=1C=NC=NC1 |o1:21,23|